FC1=CC(=C(COC2=CC=C(C=C2)C2=NOC(=C2)[C@@H]([C@@](CN2N=CN=C2)(O)C2=C(C=C(C=C2)F)F)C)C=C1)C(F)(F)F (2R,3R)-3-(3-(4-(4-fluoro-2-trifluoromethylbenzyloxy)phenyl)isoxazol-5-yl)-2-(2,4-difluorophenyl)-1-(1H-1,2,4-triazol-1-yl)butan-2-ol